Cl.COC([C@H](C[C@@H](C(=O)OC)NC(=O)OCC1=CC=CC=C1)C[C@@H](C)N)=O.CN1C(N(C(C=2N(C=NC12)C)=O)CCNC(C1=CN=CC=C1)=O)=O N-(2-(3,7-dimethyl-2,6-dioxo-2,3,6,7-tetrahydro-1H-purin-1-yl)ethyl)nicotinamide dimethyl-(2S,4S)-2-((R)-2-aminopropyl)-4-(((benzyloxy)carbonyl)amino)pentanedioate HCl salt